2-(5-bromo-2-(4-methoxyphenyl)-1,2,3,4-tetrahydroisoquinolin-1-yl)malonic acid dimethyl ester COC(C(C(=O)OC)C1N(CCC2=C(C=CC=C12)Br)C1=CC=C(C=C1)OC)=O